CC(C)C1=C(C=C2C(=C1)CC[C@@H]3[C@@]2(CCCC3(C)C)C=O)O The molecule is an abietane diterpenoid that is abieta-8,11,13-trien-20-al substituted by a hydroxy group at position 12. It has been isolated from the stem bark of Fraxinus sieboldiana. It has a role as a plant metabolite. It is an abietane diterpenoid, an aldehyde, a member of phenols and a tricyclic diterpenoid.